Cl.FC1=CC2=C(C3=CC(=CC=C3N=C2C=C1)OC)NC1=CC(=C(C=C1)O)CN1CCCC1 4-((2-Fluoro-7-methoxyacridin-9-yl)amino)-2-(pyrrolidin-1-ylmethyl)phenol hydrochloride